CNC(OC[C@@H](C)[C@H]1CC[C@H]2[C@@H]3CC=C4C[C@H](CC[C@@]4([C@H]3CC[C@]12C)C)O)=O (S)-2-((3S,8S,9S,10R,13S,14S,17R)-3-hydroxy-10,13-dimethyl-2,3,4,7,8,9,10,11,12,13,14,15,16,17-tetradecahydro-1H-cyclopenta[a]phenanthren-17-yl)propyl methylcarbamate